vinyl chloride C(=C)Cl